4-((4,4-dimethylpiperidin-1-yl)methyl)-2-phenylpyridine CC1(CCN(CC1)CC1=CC(=NC=C1)C1=CC=CC=C1)C